8-[(1R)-1-[(2,6-Dimethyl-3-pyridyl)amino]ethyl]-3,6-dimethyl-2-(2-methylindazol-5-yl)chromen-4-one CC1=NC(=CC=C1N[C@H](C)C=1C=C(C=C2C(C(=C(OC12)C1=CC2=CN(N=C2C=C1)C)C)=O)C)C